1-[2-(2,6-dioxo-3-piperidinyl)-3-oxo-isoindol-5-yl]piperidine-4-carbaldehyde O=C1NC(CCC1N1CC2=CC=C(C=C2C1=O)N1CCC(CC1)C=O)=O